O=C1C(C(C1)C(=O)[O-])(Cl)Cl 3-oxo-2,2-dichloro-1-cyclobutanecarboxylate